Mercury(I) thiocyanate [Hg]SC#N